CN1C(NC=C(C1=O)C)=O N3-methyl-thymine